C(C)(=O)C1=CC=C(C(=O)Cl)C=C1 para-acetyl-benzoyl chloride